CN(C(C=C)=O)[C@H]1C[C@H](CC1)OC=1C=2N(C=C(N1)C=1C=NN(C1)C)N=CC2 N-methyl-N-((1R,3S)-3-((6-(1-methyl-1H-pyrazol-4-yl)pyrazolo[1,5-a]pyrazin-4-yl)oxy)cyclopentyl)acrylamide